FC(C=1C=CC=2N(N1)C(=CN2)C2=NC=NC(=C2)N2CC1(C2)CN(CCC1)S(=O)(=O)C)F 6-(difluoromethyl)-3-(6-(6-(methylsulfonyl)-2,6-diazaspiro[3.5]nonan-2-yl)pyrimidin-4-yl)imidazo[1,2-b]pyridazine